NN1C=NC(=C2N3C(N=C12)N(C(N3CC3CC3)=O)CCOC3=CC=C(C=C3)F)C=3OC=CC3 5-Amino-1-(cyclopropylmethyl)-3-[2-(4-fluorophenoxy)ethyl]-8-(2-furyl)-[1,2,4]triazolo[5,1-f]purin-2-one